N-{2-[(3S,4R)-3-fluoro-4-(2H3)methoxypiperidin-1-yl]pyrimidin-4-yl}-8-[(2R,3S)-3-(methanesulfonylmeth-yl)-2-methylazetidin-1-yl]-5-(propan-2-yl)-2,6-naphthyridin-3-amine F[C@H]1CN(CC[C@H]1OC([2H])([2H])[2H])C1=NC=CC(=N1)NC=1N=CC2=C(C=NC(=C2C1)C(C)C)N1[C@@H]([C@H](C1)CS(=O)(=O)C)C